C1(CC1)CN1C2=C(N=C(C1=O)NN)COCC2 1-(cyclopropylmethyl)-3-hydrazino-7,8-dihydro-5H-pyrano[3,4-b]pyrazin-2-one